4-[(1S,4S)-5-(3-fluorophenyl)-2,5-diazabicyclo[2.2.1]hept-2-yl]-2-(1-methyl-1H-pyrazol-4-yl)pyrimidine-5-carbonitrile FC=1C=C(C=CC1)N1[C@@H]2CN([C@H](C1)C2)C2=NC(=NC=C2C#N)C=2C=NN(C2)C